IC=1SC=C(N1)C 2-iodo-4-methyl-1,3-thiazole